C(C)(C)(C)OC(=O)NCC(=O)N1CCC(CC1)C(=O)NCC(NC=1C=C2CC3(C(NC4=NC=CC=C43)=O)CC2=CC1)=O 1-(2-((Tert-Butoxycarbonyl)amino)acetyl)-N-(2-oxo-2-((2'-oxo-1,1',2',3-tetrahydrospiro[indene-2,3'-pyrrolo[2,3-b]pyridin]-5-yl)amino)ethyl)piperidine-4-carboxamide